P(=O)(O[C@H]1O[C@@H]([C@H]([C@@H]([C@@H]1O)O)O)CO)([O-])[O-].[K+].[K+] potassium (2R,3S,4S,5S,6R)-3,4,5-trihydroxy-6-(hydroxymethyl)tetrahydro-2H-pyran-2-yl phosphate